N-((2'-(1H-tetrazol-5-yl)-[1,1'-biphenyl]-4-yl)methyl)-N-(3-azidopentyl)-L-valine N1N=NN=C1C1=C(C=CC=C1)C1=CC=C(C=C1)CN([C@@H](C(C)C)C(=O)O)CCC(CC)N=[N+]=[N-]